C1(CCC1)C(=O)N1[C@H]([C@H](CC1)NC(=O)[C@H]1OCCC1)CC1=NC(=CC=C1)C1=CC(=CC=C1)F (2S)-N-[(2S,3S)-1-(cyclobutanecarbonyl)-2-{[6-(3-fluorophenyl)pyridin-2-yl]methyl}pyrrolidin-3-yl]oxolane-2-carboxamide